1-(3'-fluoro-[1,4'-bipiperidin]-4-yl)-3-(4-phenoxyphenyl)-1H-pyrazolo[3,4-d]pyrimidin-4-amine FC1CNCCC1N1CCC(CC1)N1N=C(C=2C1=NC=NC2N)C2=CC=C(C=C2)OC2=CC=CC=C2